(1R,3S)-3-(3-{[(4-methoxyphenyl) acetyl]amino}-1H-pyrazol-5-yl)cyclopentyl propan-2-ylcarbamate CC(C)NC(O[C@H]1C[C@H](CC1)C1=CC(=NN1)NC(CC1=CC=C(C=C1)OC)=O)=O